2-(6-(4-(4-chloro-7,7-dimethyl-5-oxo-5,7-dihydroindolo[1,2-a]quinazolin-10-yl)piperidin-1-yl)-2-azaspiro[3.3]heptan-2-yl)acetic acid ClC=1C=2C(N=C3N(C2C=CC1)C1=CC(=CC=C1C3(C)C)C3CCN(CC3)C3CC1(CN(C1)CC(=O)O)C3)=O